C(C)(C)(C)OC(=O)N[C@@H](CCC(=O)O)C=1N=NNN1 (S)-4-((tert-butoxycarbonyl)amino)-4-(2H-tetrazol-5-yl)butanoic acid